6-isopropyl-4,7-dimethyl-1,3-dihydro-2H-indene-2,2-dicarboxylic acid dimethyl ester COC(=O)C1(CC2=C(C(=CC(=C2C1)C)C(C)C)C)C(=O)OC